7-oxanorbornene C12C=CC(CC1)O2